C(N)(=N)C1=C(C=C(CNC(=O)C=2C=NN(C2)CC2=CC=C(C=C2)C(C)(C)C#N)C=C1F)F N-(4-carbamimidoyl-3,5-difluorobenzyl)-1-(4-(2-cyanopropan-2-yl)benzyl)-1H-pyrazole-4-carboxamide